N-[4-(benzenesulfonyloxy)phenyl]-N'-[4-(mesitylenesulfonyloxy)phenyl]urea C1(=CC=CC=C1)S(=O)(=O)OC1=CC=C(C=C1)NC(=O)NC1=CC=C(C=C1)OS(=O)(=O)C1=C(C=C(C=C1C)C)C